(S)-2-((4-(2-(4-chloro-2-fluorophenyl)-4-fluoro-2H-chromen-8-yl)piperidin-1-yl)methyl)-3-((1-(cyanomethyl)cyclopropyl)methyl)-3H-imidazo[4,5-b]pyridine-5-carboxylic acid ClC1=CC(=C(C=C1)[C@H]1OC2=C(C=CC=C2C(=C1)F)C1CCN(CC1)CC1=NC=2C(=NC(=CC2)C(=O)O)N1CC1(CC1)CC#N)F